ClS(=O)(=O)C1=C(C=CC=C1)CC[Si](Cl)(Cl)Cl 2-(chlorosulfonylphenyl)ethyltrichlorosilane